4-bromo-1,2,5-thiadiazole-3-carboxylic acid BrC=1C(=NSN1)C(=O)O